ClC1=CC(=C(C=C1)CN1C(C2=CC(=CC(=C2[C@]1(OCC1(CC1)CO)C1=CC=C(C=C1)Cl)F)C(C)(C)O)=O)P(=O)(C)C (3R)-2-{[4-chloro-2-(dimethyl-phosphoryl)phenyl]methyl}-3-(4-chlorophenyl)-4-fluoro-3-{[1-(hydroxymethyl)cyclopropyl]methoxy}-6-(2-hydroxypropan-2-yl)-2,3-dihydro-1H-isoindol-1-one